FC1=C(C=CC=C1)CCN 2-(2-fluorophenyl)ethanamine